2-(trifluoromethyl)isothiazolidine 1,1-dioxide FC(N1S(CCC1)(=O)=O)(F)F